O(O)C(CCCCCC=CC=CC=CC=CC(=O)O)CCCCC 15-hydroperoxy-eicosatetraenoic acid